3,4-dihydro-1H-quinolizin-6(2H)-one C1CCCN2C(C=CC=C12)=O